3,5-diacetylaniline C(C)(=O)C=1C=C(N)C=C(C1)C(C)=O